methyl 3-(5-(3-fluoro-4-methyl-5-(6-(piperazin-1-yl)imidazo[1,2-a]pyridine-3-carboxamido)phenyl)-1,2,4-oxadiazol-3-yl)azetidine-1-carboxylate FC=1C=C(C=C(C1C)NC(=O)C1=CN=C2N1C=C(C=C2)N2CCNCC2)C2=NC(=NO2)C2CN(C2)C(=O)OC